(Z)-8-tetradecenylacetate C(CCCCCC\C=C/CCCCC)CC(=O)[O-]